C1=CC(=CC=C1C2=CC=C(C=C2)I)C3=CC=C(C=C3)I 4,4''-diiodo-p-terphenyl